ClC=1C(=CC(=C(C1)NC=1C2=C(N=CN1)C=CC(=N2)OC2CCN(CC2)C(=O)OC(C)(C)C)F)OC=2C=CC1=CN(N=C1C2)C tert-butyl 4-((4-((5-chloro-2-fluoro-4-((2-methyl-2H-indazol-6-yl)oxy)phenyl)amino)pyrido[3,2-d]pyrimidin-6-yl)oxy)piperidine-1-carboxylate